ClC=1C=C2C(=NC(=NC2=C(C1C1=CC=CC2=C1N=C(S2)N)F)N2C[C@@H](CC2)N(C)C)N2CCNCC2 4-[6-chloro-2-[(3R)-3-(dimethylamino)pyrrolidin-1-yl]-8-fluoro-4-piperazin-1-yl-quinazolin-7-yl]-1,3-benzothiazol-2-amine